N-(4-benzyl-3,4-dihydro-2H-benzo[b][1,4]oxazin-6-yl)-2-oxooxazolidine-3-sulfonamide C(C1=CC=CC=C1)N1C2=C(OCC1)C=CC(=C2)NS(=O)(=O)N2C(OCC2)=O